NC1=NC2=CC=C(C=C2C(=N1)N)C=1N=NN(C1)C1=CC(=C(C(=C1)OC)OC)OC 2,4-diamino-6-(1-(3,4,5-trimethoxyphenyl)-1H-1,2,3-triazol-4-yl)quinazoline